tert-butyl 5-(4-cyanocyclohexyl)-3-isopropyl-2-(8-methyl-[1,2,4]triazolo[1,5-a]pyridin-6-yl)-1H-indole-1-carboxylate C(#N)C1CCC(CC1)C=1C=C2C(=C(N(C2=CC1)C(=O)OC(C)(C)C)C=1C=C(C=2N(C1)N=CN2)C)C(C)C